N1=CC=CC=2NCCCC12 5,6,7,8-tetrahydro-1,5-naphthyridine